COC1=CC=2N=C(N=C(C2N=C1)N[C@H](CC(=O)NC)CC(C)C)N1CC2(CN(C2)C(C=C)=O)CC1 (3S)-3-((7-methoxy-2-(2-(2-propenoyl)-2,6-diazaspiro[3.4]octan-6-yl)pyrido[3,2-d]pyrimidin-4-yl)amino)-N,5-dimethylhexanamide